((4-bromo-2,5-dimethylthiophen-3-yl)methoxy)(tert-butyl)dimethylsilane BrC=1C(=C(SC1C)C)CO[Si](C)(C)C(C)(C)C